3,6-difluoro-2-cyanopyrazine FC=1C(=NC(=CN1)F)C#N